BrC=1C(=NC=CC1)CC1(CCN(CC1)C(=O)OC(C)(C)C)C(N(C)OC)=O tert-butyl 4-[(3-bromopyridin-2-yl)methyl]-4-(methoxy(methyl)carbamoyl)piperidine-1-carboxylate